C(C)(C)(C)C1=NN(C=C1NC(O)=O)C(C)C1=NC=C(C(=N1)C)Br (tert-butyl-1-(1-(5-bromo-4-methylpyrimidin-2-yl)ethyl)-1H-pyrazol-4-yl)carbamic acid